COC=1C=C(C=CC1OC)C=1NC2=CC=C(C=C2C1CC)C(=O)N1CC(NCC1)=O 4-(2-(3,4-dimethoxyphenyl)-3-ethyl-1H-indole-5-carbonyl)piperazin-2-one